6-bromoimidazolo[1,2-a]pyrimidin-2-amine BrC=1C=NC=2N(C1)C=C(N2)N